2-[(1S,6R)-6-ethyl-3-methylcyclohex-2-en-1-yl]-3-methoxy-5-pentylphenol C(C)[C@@H]1CCC(=C[C@H]1C1=C(C=C(C=C1OC)CCCCC)O)C